N4-(8-methyl-cinnolin-4-yl)-N2-(4-(4-(2,2,2-trifluoroethyl)-piperazin-1-yl)phenyl)-pyrimidine-2,4-diamine CC=1C=CC=C2C(=CN=NC12)NC1=NC(=NC=C1)NC1=CC=C(C=C1)N1CCN(CC1)CC(F)(F)F